ClC=1C=C(CO\N=C\C2=C(N=C3SC=CN32)C3=CC=C(C=C3)OC)C=CC1Cl (E)-6-(4-methoxyphenyl)imidazo[2,1-b]thiazole-5-carbaldehyde O-(3,4-dichlorobenzyl) oxime